C(#N)C=1C=C(C=CC1)C=1N=C(SC1C1=CC(=NC(=C1)C)C)NC(=O)N1C(CNCC1)(C)C N-[4-(3-cyanophenyl)-5-(2,6-dimethyl-4-pyridyl)thiazol-2-yl]-2,2-dimethyl-piperazine-1-carboxamide